ClC=1C(=CC(=C(C1)[C@H](N[S@@](=O)C(C)(C)C)C1CCN(CC1)C(=O)[C@@H]1OC(OC1)(C)C)OC)C(=C)C (S)-N-[(R)-[5-chloro-2-methoxy-4-(prop-1-en-2-yl)phenyl]([1-[(4R)-2,2-dimethyl-1,3-dioxolane-4-carbonyl]piperidin-4-yl])methyl]-2-methylpropane-2-sulfinamide